O[C@@H]1C[C@H](NC1)C(=O)N[C@@H](C)C1=CC=C(C=C1)C=1N(N=CC1)C (2S,4R)-4-Hydroxy-N-[(1S)-1-[4-(2-methylpyrazol-3-yl)phenyl]ethyl]pyrrolidine-2-carboxamide